2-(4-chloro-1-isopropyl-1H-pyrazol-5-yl)-4-(1-(4-(1-ethyl-4-(trifluoromethyl)-1H-imidazol-2-yl)phenyl)ethyl)-6,7-dihydropyrazolo[1,5-a]pyrimidin-5(4H)-one ClC=1C=NN(C1C1=NN2C(N(C(CC2)=O)C(C)C2=CC=C(C=C2)C=2N(C=C(N2)C(F)(F)F)CC)=C1)C(C)C